3-(methylsulfonyl)-L-phenylalanine CS(=O)(=O)C=1C=C(C[C@H](N)C(=O)O)C=CC1